C(C)(C)C=1C=2N(N=CC1C(=O)N)C(=C(N2)C)C2CCC(CC2)C(F)(F)F 8-isopropyl-2-methyl-3-[(1r,4r)-4-(trifluoromethyl)cyclohexyl]Imidazo[1,2-b]Pyridazine-7-carboxamide